CC1=C(C=2N(N=C1N1CC=3C=C(C=NC3CC1)C(=O)N1CCOCC1)C=NN2)C [6-(7,8-dimethyl-[1,2,4]triazolo[4,3-b]pyridazin-6-yl)-7,8-dihydro-5H-1,6-naphthyridin-3-yl]-morpholino-methanone